FC(C=1OC(=NN1)C1=CSC(=C1)C)F 2-(Difluoromethyl)-5-(5-methylthiophene-3-yl)-1,3,4-oxadiazole